tert-butyl (3S,5S)-3-[[4-[4-[[5-chloro-6-(2,2,2-trifluoroethylsulfonylamino)-3-pyridyl]oxy]-2-methyl-thiazol-5-yl]pyrimidin-2-yl]amino]-5-fluoro-piperidine-1-carboxylate ClC=1C=C(C=NC1NS(=O)(=O)CC(F)(F)F)OC=1N=C(SC1C1=NC(=NC=C1)N[C@@H]1CN(C[C@H](C1)F)C(=O)OC(C)(C)C)C